OC1=C(C=CC=C1)C1=NN(C(C1)C1=CC=C(C=C1)OC)C(C)=O 1-[3-(2-Hydroxyphenyl)-5-(4-methoxyphenyl)-4,5-dihydropyrazol-1-yl]-ethanone